C(C)C1C(OCC1=O)=O 3-ethyl-furan-2,4(3h,5h)-dione